methyl 6-(1-(4-fluorophenyl)ethyl)-5-(((R)-1-methylpyrrolidin-3-yl)amino)pyrazine-2-carboxylate FC1=CC=C(C=C1)C(C)C1=C(N=CC(=N1)C(=O)OC)N[C@H]1CN(CC1)C